7-chloro-3-methyl-5-(2-methylsulfanyl-pyrimidin-4-yl)pyrazolo[1,5-a]pyrimidine ClC1=CC(=NC=2N1N=CC2C)C2=NC(=NC=C2)SC